FC1([C@@H]([C@@H](N(C1)C(=O)[C@@H]1OCCC1)CC=1C(=C(C=CC1)C1=CC(=CC(=C1)F)F)F)NS(=O)(=O)C)F N-{(2S,3R)-4,4-difluoro-1-[(2R)-oxolane-2-carbonyl]-2-[(2,3',5'-trifluoro[1,1'-biphenyl]-3-yl)methyl]pyrrolidin-3-yl}-methanesulfonamide